C1(CC1)C1=NC=NC(=C1C1=NC=C(C(=N1)OCC1=CC=C(C=C1)C=1N(C=C(N1)C(F)(F)F)C)C)OC 2-(4-cyclopropyl-6-methoxy-pyrimidin-5-yl)-5-methyl-4-[[4-[1-methyl-4-(trifluoromethyl)imidazol-2-yl]phenyl]methoxy]pyrimidine